1-O-E-Cinnamoyl-(6-arabinosylglucose) C1=CC=C(C=C1)/C=C/C(=O)OC2C(C(C(C(O2)COC3C(C(C(O3)CO)O)O)O)O)O